NC1=NC=CC(=N1)C 2-Amino-4-methyl-pyrimidin